CN(C(=O)C=1NN=C2C1CN(CC2)C(NC2=CC(=C(C=C2)F)Cl)=O)C2(CC2)C2=CC=C(C(=O)O)C=C2 4-(1-{N-methyl-5-[(3-chloro-4-fluorophenyl)carbamoyl]-2H,4H,5H,6H,7H-pyrazolo[4,3-c]pyridine-3-amido}cyclopropyl)benzoic acid